N=1N=CN2C=NC3=C(C21)C=NC=C3 pyrido[3,4-e][1,2,4]triazolo[4,3-c]pyrimidine